ClC=1C(=CC2=C(NC(=N2)O[C@H]2[C@@H]3[C@H](OC2)[C@@H](CO3)O)C1)C1=CC=C(C=C1)C1=CC=C(C=C1)CN[C@H](CO)[C@@H](C)O (2R,3R)-2-(((4'-(6-chloro-2-(((3R,3aR,6R,6aR)-6-hydroxyhexahydrofuro[3,2-b]furan-3-yl)oxy)-1H-benzo[d]imidazol-5-yl)-[1,1'-biphenyl]-4-yl)methyl)amino)butane-1,3-diol